acrylic acid tungsten [W].C(C=C)(=O)O